3-[6-[(E)-but-2-enyl]-7-oxo-1H-pyrrolo[2,3-c]pyridin-4-yl]-4-fluoro-N,N-dimethylbenzamide C(\C=C\C)N1C(C2=C(C(=C1)C=1C=C(C(=O)N(C)C)C=CC1F)C=CN2)=O